nonacosyl linoleate C(CCCCCCC\C=C/C\C=C/CCCCC)(=O)OCCCCCCCCCCCCCCCCCCCCCCCCCCCCC